CC(CN1C(C=CC2=C1N=C(N=C2)N[C@@H](C)C2=CC=C(C=C2)OC)=O)(C)C 8-(2,2-dimethylpropyl)-2-{[(1S)-1-(4-methoxyphenyl)ethyl]amino}pyrido[2,3-d]pyrimidin-7(8H)-one